1-(3,3,3-Trifluoropropyl)-1H-imidazole-4-carboxylic acid FC(CCN1C=NC(=C1)C(=O)O)(F)F